3-((2-(1-(4-Methoxybenzyl)-2,6-dioxopiperidin-3-yl)-1-oxoisoindolin-5-yl)oxy)-4-(trifluoromethyl)pyrrolidine-1-carboxylic acid tert-butyl ester C(C)(C)(C)OC(=O)N1CC(C(C1)C(F)(F)F)OC=1C=C2CN(C(C2=CC1)=O)C1C(N(C(CC1)=O)CC1=CC=C(C=C1)OC)=O